C(CCCCCCC(=O)OCCC(CCCC)CCCC)(=O)OCC(COC(CCC(OCCCC\C=C/CC)OCCCC\C=C/CC)=O)COC(CCC(CCCCCC)OC(NCCN1CCCC1)=O)=O 1-(3-((4,4-bis(((Z)-oct-5-en-1-yl)oxy)butanoyl)oxy)-2-(((4-(((2-(pyrrolidin-1-yl)ethyl)carbamoyl)oxy)decanoyl)oxy)methyl)propyl) 8-(3-butylheptyl) octanedioate